2-(3-bromo-4-(carbomethoxy)phenyl)acetic acid BrC=1C=C(C=CC1C(=O)OC)CC(=O)O